ClC1=CC=C(C=C1)C1=N[C@H](C=2N(C3=C1C(=C(S3)C)C)C(=NN2)C)CC(=O)N2CCC(CC2)C(=O)O (S)-1-(2-(4-(4-chlorophenyl)-2,3,9-trimethyl-6H-thieno[3,2-f][1,2,4]triazolo[4,3-a][1,4]diazepin-6-yl)acetyl)piperidine-4-carboxylic acid